ClC=1C(=C(C=CC1)NS(=O)(=O)C1=CC=C(S1)S(=O)(=O)N(C)C)N1CCC(CC1)C(F)(F)F N5-[3-chloro-2-[4-(trifluoromethyl)-1-piperidyl]phenyl]-N2,N2-dimethyl-thiophene-2,5-disulfonamide